N12C[C@H](C(CC1)CC2)O (3S)-quinuclidin-3-ol